ethyl 4-(piperazine-1-yl)benzoate N1(CCNCC1)C1=CC=C(C(=O)OCC)C=C1